CS(=O)(=O)OC[C@H]1N(CCOC1)C(=O)OC(C)(C)C tert-butyl (S)-3-(((methylsulfonyl)oxy)methyl)morpholine-4-carboxylate